C(=O)C1=C(C=CC=C1)N1CCC(CC1)N(C(CC)=O)C1=CC=CC=C1 N-(1-(2-formylphenyl)piperidin-4-yl)-N-phenylpropionamide